S1C=NC2=C1C=C(C=C2)C2=NC(=NC=C2F)NC2CCN(CC2)S(=O)(=O)C 4-(benzo[d]thiazol-6-yl)-5-fluoro-N-(1-(methylsulfonyl)piperidin-4-yl)pyrimidin-2-amine